(E)-5-methoxy-4-(2-(4-(trifluoromethyl)cyclohexyl)vinyl)picolinic acid methyl ester COC(C1=NC=C(C(=C1)\C=C\C1CCC(CC1)C(F)(F)F)OC)=O